OC=1C(=C(C=CC1C(=O)O)C1=CC=C(C=C1)C(=O)O)O dihydroxy-4,4'-biphenyl-dicarboxylic acid